O=C(C(=O)N)N1[C@H](CC[C@@H](C1)C)C=1C=CC2=C(CCO2)C1 |r| 2-Oxo-2-[rac-(2R,5S)-2-(2,3-dihydrobenzofuran-5-yl)-5-methyl-1-piperidyl]acetamide